C(C)(C)(C)N(C(O)=O)C[C@]1(NC(NC1=O)=O)CC1CC1.BrC=1C=2N(C(=CC1)C(C)=O)N=CN2 |r| 1-(8-bromo-[1,2,4]triazolo[1,5-a]pyridin-5-yl)ethan-1-one rac-tert-butyl-{[4-(cyclopropylmethyl)-2,5-dioxoimidazolidin-4-yl]methyl}carbamate